L-3,4-difluorophenylalanine FC=1C=C(C[C@H](N)C(=O)O)C=CC1F